(2S,4r)-1-[(2S)-2-(4-cyclopropyl-triazol-1-yl)-3,3-dimethyl-butyryl]-4-hydroxy-N-(4-hydroxychroman-3-yl)pyrrolidine-2-carboxamide C1(CC1)C=1N=NN(C1)[C@H](C(=O)N1[C@@H](C[C@H](C1)O)C(=O)NC1COC2=CC=CC=C2C1O)C(C)(C)C